[I-].FC=1C=C(C=CC1)CC[NH3+] 3-fluorophenylethyl-ammonium iodide